1-(2-((4-(trifluoromethyl)pyrrolidin-3-yl)methyl)-2,8-diazaspiro[4.5]decane-8-carbonyl)-1H-pyrazole-3-carboxylic acid FC(C1C(CNC1)CN1CC2(CC1)CCN(CC2)C(=O)N2N=C(C=C2)C(=O)O)(F)F